FC(OC1=C(C=CC=C1)C1=NC=CC2=C1CN(C2=O)C=2C=NC(=CC2)OC(F)F)F 4-[2-(difluoromethoxy)phenyl]-2-[6-(difluoromethoxy)pyridin-3-yl]-2,3-dihydro-1H-pyrrolo[3,4-c]pyridin-1-one